FC(OC1=C(C=C(C=C1)C1=C(C2=C(CCC1)C=CC=C2)C=2C=NC(=CC2)O[C@@H]2CN(CC2)CCCF)F)F 6-[4-(Difluoromethoxy)-3-fluorophenyl]-5-[6-[(3S)-1-(3-fluoropropyl)pyrrolidin-3-yl]oxy-3-pyridyl]-8,9-dihydro-7H-benzo[7]annulen